((S)-1'-(3-(2,3-dichlorophenyl)-5-((2,4-dimethoxybenzyl)amino)-1,6-naphthyridin-7-yl)-1,3-dihydrospiro[indene-2,4'-piperidine]-1-yl)-2-methylpropan-2-sulfinamide ClC1=C(C=CC=C1Cl)C=1C=NC2=CC(=NC(=C2C1)NCC1=C(C=C(C=C1)OC)OC)N1CCC2(CC1)[C@@H](C1=CC=CC=C1C2)CC(C)(S(=O)N)C